[Si](C1=CC=CC=C1)(C1=CC=CC=C1)(C(C)(C)C)O[C@@H]1C[C@H](N(C1)C)CO ((2S,4R)-4-((tert-butyldiphenylsilyl)oxy)-1-methylpyrrolidin-2-yl)methanol